COC=1C=C(C=CC1OC)C1=NN2C(SC1)=NN=C2CC 6-(3,4-dimethoxyphenyl)-3-ethyl-7H-[1,2,4]triazolo[3,4-b][1,3,4]thiadiazine